NC=1C(N(C=CC1)C1=NN2C(OCCC2)=C1)=O 3-Amino-1-(6,7-dihydro-5H-pyrazolo[5,1-b][1,3]oxazin-2-yl)pyridin-2(1H)-one